1-(3-Methoxy-4-((6-methoxypyridin-3-yl)methoxy)benzyl)-5-(piperidin-4-yl)-1H-benzo[d]imidazole COC=1C=C(CN2C=NC3=C2C=CC(=C3)C3CCNCC3)C=CC1OCC=1C=NC(=CC1)OC